C(C)OC(=O)C1CCN(CC1)C1=NC(=C(N=C1Cl)I)CCC(C)(F)F.ClC=1C=C(C=C(C1)N1[C@@H](COCC1)C)S(=O)(=O)NC (R)-3-chloro-N-methyl-5-(3-methylmorpholino)benzenesulfonamide Ethyl-1-(3-chloro-6-(3,3-difluorobutyl)-5-iodopyrazin-2-yl)piperidine-4-carboxylate